1,2-difluorohexane FCC(CCCC)F